[Br-].C(CCC)[N+]1=CC=CC=C1 1-butyl-pyridinium bromide